4-(4-((1-methyl-1H-1,2,4-triazol-3-yl)methoxy)phenyl)-N-((1-phenylpyrrolidin-3-yl)methyl)-1H-imidazole-1-carboxamide CN1N=C(N=C1)COC1=CC=C(C=C1)C=1N=CN(C1)C(=O)NCC1CN(CC1)C1=CC=CC=C1